FC(C(C)(O)C=1C=CC=2N(C1)C(=CN2)C2=NC(=CC(=C2)F)N[C@H]2CNC[C@@H]2F)(F)F 1,1,1-trifluoro-2-(3-(4-fluoro-6-(((3S,4S)-4-fluoropyrrolidin-3-yl)amino)pyridin-2-yl)imidazo[1,2-a]pyridin-6-yl)propan-2-ol